((2R,3R,4S,5R)-4-acetoxy-5-(2-amino-8-oxo-7-(2-oxo-2-(pyrrolidin-1-yl)ethyl)-7,8-dihydro-9H-purin-9-yl)-3-fluorotetrahydrofuran-2-yl)methyl acetate C(C)(=O)OC[C@H]1O[C@H]([C@@H]([C@@H]1F)OC(C)=O)N1C2=NC(=NC=C2N(C1=O)CC(N1CCCC1)=O)N